NC1=NC=CC=C1C1=NC=2C(=NC(=CC2)C2=CC=CC=C2)N1C1=CC=C(CC=2N=C(SC2C(=O)N)C#N)C=C1 (4-(2-(2-Aminopyridin-3-yl)-5-phenyl-3H-imidazo[4,5-b]pyridin-3-yl)benzyl)-2-cyanothiazole-5-carboxamide